C1(CC1)C=1C=C(C=2N(C1)C=C(N2)C(C)O)N2C(N(C(C2)=O)C)=O 1-(6-cyclopropyl-2-(1-hydroxyethyl)imidazo[1,2-a]pyridin-8-yl)-3-methylimidazolidine-2,4-dione